glycidyl-hexahydrobisphenol A C(C1CO1)C1(O)CCC(CC1)C(C)(C)C1=CC=C(C=C1)O